P([O-])([O-])([O-])=S (R)-phosphorothioate